The molecule is a leukotriene with formula C23H39NO6S that results from the metabilism of leukotriene B4 by human keratinocytes. It has a role as a human xenobiotic metabolite. It is a L-cysteine thioether, an amino dicarboxylic acid, a leukotriene, a non-proteinogenic L-alpha-amino acid, a secondary alcohol and a diol. It is a conjugate acid of a (12R)-hydroxy-10,11-dihydroleukotriene E4(1-). CCCCC/C=C\\C[C@H](C/C=C/C=C/[C@H]([C@H](CCCC(=O)O)O)SC[C@@H](C(=O)O)N)O